1,3-Di-9-carbazolyl-benzene C1=CC=CC=2C3=CC=CC=C3N(C12)C1=CC(=CC=C1)N1C2=CC=CC=C2C=2C=CC=CC12